(1-(ethoxycarbonyl)-4-(((trifluoromethyl)sulfonyl)oxy)cyclohex-3-en-1-yl)methyl benzoate C(C1=CC=CC=C1)(=O)OCC1(CC=C(CC1)OS(=O)(=O)C(F)(F)F)C(=O)OCC